4-chloro-3-(4,4-difluoroazepan-1-yl)-1-(p-tolyl-sulfonyl)indazole (R)-tert-Butyl-2-(2-(3-fluoro-6-(methoxycarbonyl)pyridin-2-yl)ethyl)piperazine-1-carboxylate C(C)(C)(C)OC(=O)N1[C@@H](CNCC1)CCC1=NC(=CC=C1F)C(=O)OC.ClC1=C2C(=NN(C2=CC=C1)S(=O)(=O)C1=CC=C(C=C1)C)N1CCC(CCC1)(F)F